BrC1=NC=C(C(=C1)NC(=O)C1=NC=C(C=C1SCC)C(C)(C)C#N)NC N-[2-bromo-5-(methylamino)-4-pyridyl]-5-(1-cyano-1-methyl-ethyl)-3-ethylsulfanyl-pyridine-2-carboxamide